C(=O)C1=C(N(C(=N1)C)COCC[Si](C)(C)C)C(=O)OC methyl 5-formyl-2-methyl-3-(2-trimethylsilylethoxymethyl)-imidazole-4-carboxylate